2-(4-((4-(3,5-dimethylisoxazol-4-yl)-2-nitrophenyl)amino)piperidin-1-yl)acetic acid tert-butyl ester C(C)(C)(C)OC(CN1CCC(CC1)NC1=C(C=C(C=C1)C=1C(=NOC1C)C)[N+](=O)[O-])=O